3-Bromo-N-[4-chloro-2-methyl-6-[(methylamino)thioxomethyl]phenyl]-1-(3-chloro-2-pyridinyl)-1H-pyrazol-5-carboxamid BrC1=NN(C(=C1)C(=O)NC1=C(C=C(C=C1C(=S)NC)Cl)C)C1=NC=CC=C1Cl